C(CCCCCCCCC)C[N+](C)(CCCCCCCCCCCCCC)[O-] decyl-tetradecyldimethyl-amine oxide